N-(4-(piperidin-1-ylsulfonyl)benzyl)-1H-indole-1-carboxamide N1(CCCCC1)S(=O)(=O)C1=CC=C(CNC(=O)N2C=CC3=CC=CC=C23)C=C1